3-((3-aminophenyl)ethynyl)-4-methyl-N-(4-(4-methylpiperidin-1-yl)quinazolin-7-yl)benzamide NC=1C=C(C=CC1)C#CC=1C=C(C(=O)NC2=CC=C3C(=NC=NC3=C2)N2CCC(CC2)C)C=CC1C